ClC=1C=CC2=C(CC(CC=3N2C(=NN3)[C@@H]3CC[C@@H](CC3)N3CCN(CC3)C)OC)C1 8-chloro-5-methoxy-1-[cis-4-(4-methylpiperazin-1-yl)cyclohexyl]-5,6-dihydro-4H-[1,2,4]triazolo[4,3-a][1]benzazepine